[N+](=O)([O-])C1=NOC2=C(C1=O)C=CC=C2 3-nitro-1,2-benzoxazine-4-one